tert-butyl 4-[6-(1-methylpyrazol-4-yl)pyrazolo[1,5-a]pyrazin-4-yl]piperidine-1-carboxylate CN1N=CC(=C1)C=1N=C(C=2N(C1)N=CC2)C2CCN(CC2)C(=O)OC(C)(C)C